C(C1=CC=CC=C1)OC=1N(C=C(N1)Br)C 2-(benzyloxy)-4-bromo-1-methyl-1H-imidazole